FC=1C=CC(=NC1C)C1=NC2=C(N1C=1C=CC=3N(N1)C(=CN3)C(=O)NCCO)CCC2 6-(2-(5-fluoro-6-methylpyridin-2-yl)-5,6-dihydrocyclopenta[d]imidazol-1(4H)-yl)-N-(2-hydroxyethyl)imidazo[1,2-b]pyridazine-3-carboxamide